BrC=1C=C2C(=NC1)N(C=C2C2=CC(=CC=C2)Cl)S(=O)(=O)C2=CC=C(C)C=C2 5-bromo-3-(3-chlorophenyl)-1-tosyl-1H-pyrrolo[2,3-b]pyridine